CC(C(=O)OCC(C)C1=CC(=CC=C1)C(F)(F)F)(C)C 2-[3-(trifluoromethyl)phenyl]propyl 2,2-dimethylpropanoate